C12C(CC(CC1)C2)NC(CC)C 3-(2-Norbornyl)aminobutan